FC1=C(C=C(C(=C1)C)C1=CC(=NC(=C1)N1CCOCC1)OCCO)NC(=O)N1C/C(/CC1)=C(/C(F)(F)F)\C (3E)-N-[2-fluoro-5-[2-(2-hydroxyethoxy)-6-(morpholin-4-yl)pyridin-4-yl]-4-methylphenyl]-3-(1,1,1-trifluoropropan-2-ylidene)pyrrolidine-1-carboxamide